N-(5-((6-((R)-3-(4-chloro-2-fluorophenyl)isoxazolidine-2-yl)pyrimidine-4-yl)amino)-2-(4-ethylpiperazine-1-yl)-4-methoxyphenyl)acrylamide ClC1=CC(=C(C=C1)[C@@H]1N(OCC1)C1=CC(=NC=N1)NC=1C(=CC(=C(C1)NC(C=C)=O)N1CCN(CC1)CC)OC)F